FC1=C(C(=CC=C1C)OC)C1=CC(=NC=C1C(=O)NC=1SC(=NN1)OCC(C)OC)C 4-(2-fluoro-6-methoxy-3-methylphenyl)-N-(5-(2-methoxypropoxy)-1,3,4-thiadiazol-2-yl)-6-methylnicotinamide